(2R,4R)-N-((S)-1-(((6-amino-2-methylpyridin-3-yl)methyl)amino)-1-oxopropan-2-yl)-4-phenoxypyrrolidine-2-carboxamide dihydrochloride Cl.Cl.NC1=CC=C(C(=N1)C)CNC([C@H](C)NC(=O)[C@@H]1NC[C@@H](C1)OC1=CC=CC=C1)=O